CC=1CCC2C(CCC(=CC12)C(C)C)C 3,8-Dimethyl-5-propan-2-yl-1,2,6,7,8,8a-hexahydroazulene